FC1=NC=C(C=O)C=C1C 6-fluoro-5-methylnicotinaldehyde